C(C)(=O)N1CCOCC1 Acetylmorpholine